1,1,3-trichloro-4,4,4-trifluorobut-1-ene ClC(=CC(C(F)(F)F)Cl)Cl